1-methyl-4-{4-[(2-methylphenyl)methoxy]piperidin-1-yl}-2-oxo-1,2-dihydroquinoline-3-carboxamide CN1C(C(=C(C2=CC=CC=C12)N1CCC(CC1)OCC1=C(C=CC=C1)C)C(=O)N)=O